BrC1=C(C2=C(N(C=N2)C)C=C1)[N+](=O)[O-] 5-Bromo-1-methyl-4-nitro-1H-benzo[d]imidazole